N-Methyl-1-(1,2,3,4-tetrahydroquinolin-4-yl)methanamine CNCC1CCNC2=CC=CC=C12